C1(CC=CCC1)C=O 3-CYCLOHEXENE-1-CARBALDEHYDE